propylAmmonia C(CC)N